BrCC(=O)C=1C(OC2=CC=CC=C2C1)=O 3-(bromoacetyl)coumarin